4-(3-((2-amino-4-(butylamino)-6-methylpyrimidin-5-yl)methyl)-4-methoxy-benzamido)butanoic acid methyl ester COC(CCCNC(C1=CC(=C(C=C1)OC)CC=1C(=NC(=NC1C)N)NCCCC)=O)=O